Cl.N1CCC(CC1)C1=CC=C(C=C1)N1C(NC(CC1)=O)=O 1-(4-(piperidin-4-yl)phenyl)dihydropyrimidine-2,4(1H,3H)-dione hydrochloride